methyl 1-(5-((3-fluorophenyl)ethynyl)-2,3-dihydro-1H-inden-1-yl)-piperidine-4-carboxylate FC=1C=C(C=CC1)C#CC=1C=C2CCC(C2=CC1)N1CCC(CC1)C(=O)OC